trigalloyl-glycerol C(C1=CC(O)=C(O)C(O)=C1)(=O)C(C(O)(C(C1=CC(O)=C(O)C(O)=C1)=O)C(C1=CC(O)=C(O)C(O)=C1)=O)(O)CO